Ethyl 1-((benzyloxy) methyl)-2-oxabicyclo[2.2.2]octane-4-carboxylate C(C1=CC=CC=C1)OCC12OCC(CC1)(CC2)C(=O)OCC